NC=1C=CN=NC1 5-aminopyridazin